2-(4,4-difluoropiperidinyl)-6-methylpyridin-4-amine FC1(CCN(CC1)C1=NC(=CC(=C1)N)C)F